(1R)-2,2-difluoro-N-(4-{6-[(1R)-1-hydroxyprop-2-en-1-yl]-4-methylpyridin-3-yl}-[1,2,4]triazolo[1,5-a]1,6-naphthyridin-8-yl)cyclopropane-1-carboxamide FC1([C@H](C1)C(=O)NC1=NC=C2C=C(C=3N(C2=C1)N=CN3)C=3C=NC(=CC3C)[C@@H](C=C)O)F